1-[p-(tert-butyl)phenyl]-3-(p-methoxyphenyl)-1,3-propanedione C(C)(C)(C)C1=CC=C(C=C1)C(CC(=O)C1=CC=C(C=C1)OC)=O